FC1=C(C=NN1CCC(C)C)C=1C(=NC(=CC1)C)C1=CC=2N(C=C1)C=CN2 7-{3-[5-Fluoro-1-(3-methylbutyl)-1H-pyrazol-4-yl]-6-methylpyridin-2-yl}imidazo[1,2-a]pyridin